[Au].[Rh].[Pt] platinum-rhodium-gold